CS(=O)(=O)OC(C(=O)OC)C1=C(C(=CC=C1)OC1CCOCC1)N1C(CCC1)=O methyl 2-((methylsulfonyl)oxy)-2-(2-(2-oxopyrrolidin-1-yl)-3-((tetrahydro-2H-pyran-4-yl)oxy)phenyl)acetate